N(=C=O)CCCCCCN1C(N(C(N(C1=O)CCCCCCN=C=O)=O)CCCCCCN=C=O)=O N,N',N''-tris-(6-isocyanatohexyl)-1,3,5-triazine-2,4,6-trione